2,3-diiodo-1,4-benzenedicarboxaldehyde IC1=C(C=CC(=C1I)C=O)C=O